1-methyl-3-(4-sulfobutyl)imidazole trifluoromethanesulfonate salt FC(S(=O)(=O)O)(F)F.CN1CN(C=C1)CCCCS(=O)(=O)O